ClC=1C=C(C=NC1)C1=NN2C(O[C@@H](CC2)C)=C1C(=O)OCC Ethyl (5R)-2-(5-chloropyridin-3-yl)-5-methyl-6,7-dihydro-5H-pyrazolo[5,1-b][1,3]oxazine-3-carboxylate